N-(5-Chloro-6-(5-(hydroxymethyl)-1H-1,2,3-triazol-1-yl)pyridin-3-yl)-1-(1-oxo-1,2-dihydroisochinolin-5-yl)-5-(trifluoromethyl)-1H-pyrazol-4-carboxamid ClC=1C=C(C=NC1N1N=NC=C1CO)NC(=O)C=1C=NN(C1C(F)(F)F)C1=C2C=CNC(C2=CC=C1)=O